FC(OC1=C(COC2=NC=CC(=N2)C2=CC(=C(C=3CCOC32)CC3=NC2=C(N3C[C@H]3OCC3)C=C(C=C2OC)C(=O)O)F)C=CC(=C1)Cl)F (S)-2-((7-(2-((2-difluoromethoxy-4-chlorobenzyl)oxy)pyrimidin-4-yl)-5-fluoro-2,3-dihydrobenzofuran-4-yl)methyl)-4-methoxy-1-(oxetan-2-ylmethyl)-1H-benzo[d]imidazole-6-carboxylic acid